N-[2-(4-fluorophenyl)-2-oxo-1-[2-oxo-7-(trifluoromethyl)-2H,3H,7H-pyrrolo[2,3-d]pyrimidin-3-yl]ethyl]formamide FC1=CC=C(C=C1)C(C(N1C(N=C2C(=C1)C=CN2C(F)(F)F)=O)NC=O)=O